COC(=O)C1=CC(=CC=2C(=C(OC21)CNC(=O)OC(C)(C)C)Br)C Methyl-3-bromo-2-(((tert-butoxycarbonyl)amino)methyl)-5-methylbenzofuran-7-carboxylate